(1-oxo-5-(((trans)-2-(3-(3-(trifluoromethyl)phenyl)azetidin-1-yl)cyclohexyl)oxy)isoindolin-2-yl)piperidine-2,6-dione O=C1N(CC2=CC(=CC=C12)O[C@H]1[C@@H](CCCC1)N1CC(C1)C1=CC(=CC=C1)C(F)(F)F)N1C(CCCC1=O)=O